FC1(CCC(CC1)(C)C1=C(C=C(C=N1)C(C)C1=C(N=NN1)C(=O)[O-])F)F 1-[6-(4,4-difluoro-1-methylcyclohexyl)-5-fluoropyridin-3-yl]Ethyl-1,2,3-triazole-4-carboxylate